COC(NC1=NC=CC(=C1)C1=NC=C(C(=C1)C(F)F)OC[C@@](CC(C)C)(C)N)=O (S)-(5-((2-amino-2,4-dimethylpentyl)oxy)-4-(difluoromethyl)-[2,4'-bipyridinyl]-2'-yl)carbamic acid methyl ester